5-(4-(N-acetylacetamido)phenyl)-2-(4-(trifluoromethyl)phenyl)Oxazole-4-carboxylic acid ethyl ester C(C)OC(=O)C=1N=C(OC1C1=CC=C(C=C1)N(C(C)=O)C(C)=O)C1=CC=C(C=C1)C(F)(F)F